1-oxa-5-azaspiro[2.4]heptane-5-carboxylate O1CC12CN(CC2)C(=O)[O-]